2-((5-hydroxynaphthalen-2-yl)amino)-5-methyl-8-(tetrahydro-2H-pyran-4-yl)-7,8-dihydropteridin-6(5H)-one OC1=C2C=CC(=CC2=CC=C1)NC1=NC=2N(CC(N(C2C=N1)C)=O)C1CCOCC1